ClC=1C=C(C(=C(C(=O)N)C1)O)CC(=O)NC1=C(C=C(C=C1)[N+](=O)[O-])Cl 5-Chloro-(2-((2-chloro-4-nitrophenyl)amino)-2-oxoethyl)-2-hydroxybenzamide